S1C(=CC=C1)CC(=O)NC(C(=O)N)CCCCCCC [(thienylacetyl)amino]nonanamide